C1(CCCCC1)=CC(C)NS(=O)(=O)C1=CC=C(C2=CC=CC=C12)NC(C1=C(C=CC=C1)C)=O N-(4-(N-(1-cyclohexylidene-propan-2-yl)sulfamoyl)naphthalen-1-yl)-2-methyl-benzamide